ONC(CCCC1=CC=C(C=C1)NC(OC(C)(C)C)=O)=O tert-butyl [4-{4-(hydroxyamino)-4-oxobutyl}phenyl]carbamate